O=C[C@H](O)[C@H](O)[C@H](O)[13CH2]O D-Ribose-5-13C